CNC1CCN(CC1)C=O (4-(methylamino)piperidin-1-yl)methanone